FC1=CC=C(C=C1)C1=CC2=C(C=C(O2)C(=O)O)C=C1 6-(4-fluorophenyl)-1-benzofuran-2-carboxylic acid